NC=1C=2N(C3=CC(=CC=C3N1)C(=O)N(C)[C@@H]1COC3=C1C=CC(=C3)C#CC3(CC3)O)C(=NC2)C (S)-4-amino-N-(6-((1-hydroxycyclopropyl)ethynyl)-2,3-dihydrobenzofuran-3-yl)-N,1-dimethylimidazo[1,5-a]quinoxaline-8-carboxamide